(R)-2,2-dimethyl-N-(2-oxo-2-(phenethylamino)-1-phenylethyl)butanamide CC(C(=O)N[C@@H](C(NCCC1=CC=CC=C1)=O)C1=CC=CC=C1)(CC)C